2,3-dihydro-benzofuran-5-carboxylic acid (2-ethylamino-benzooxazol-5-yl)-amide C(C)NC=1OC2=C(N1)C=C(C=C2)NC(=O)C=2C=CC1=C(CCO1)C2